NCCCCCN1C(=NC2=C1C=CC=C2)NC(=O)C=2C=C(C(=O)O)C=CC2 3-((1-(5-aminopentyl)-1H-benzo[d]imidazol-2-yl)carbamoyl)benzoic acid